[C@H]1(CCCC2=CC=CC=C12)NC(=O)C1CCCN1 5-(((R)-1,2,3,4-tetrahydronaphthalen-1-yl)carbamoyl)pyrrolidin